C(C)(C)(C)OC(=O)N1CCN(CC1)C/C(/C1=CC=C(C=C1)C)=N/OC(=O)C1=CC2=CC=CC=C2C=C1 (E)-4-(2-(((2-naphthoyl)oxy)imino)-2-(p-tolyl)ethyl)piperazine-1-carboxylic acid tert-butyl ester